7-(5-Methyl-1,2,4-oxadiazol-3-yl)isoquinolin-1-stearic acid CC1=NC(=NO1)C1=CC=C2C=CN=C(C2=C1)CCCCCCCCCCCCCCCCCC(=O)O